C(C)N1CC(C1)C=1C(=C(C(=O)N)C(=CN1)NC1=C(C=C(C=C1)I)F)F (1-ethylazetidin-3-yl)-3-fluoro-5-((2-fluoro-4-iodophenyl)amino)isonicotinamide